N-((1S)-2-(6-fluoro-2,3-dimethylphenyl)-1-(5-oxo-4,5-dihydro-1,3,4-oxadiazol-2-yl)propyl)-3-oxa-9-aza-spiro[5.5]undecane-9-sulfonamide FC1=CC=C(C(=C1C([C@@H](C=1OC(NN1)=O)NS(=O)(=O)N1CCC2(CCOCC2)CC1)C)C)C